ClC=1C=CC(=C(C1)S(=O)(=O)NC=1C=NC=2CCN(CC2C1)C(C)C)OC 5-Chloro-N-(6-isopropyl-5,6,7,8-tetrahydro-1,6-naphthyridin-3-yl)-2-methoxybenzenesulfonamide